C(C)(C)(C)OC(=O)[C@H](CCC(NCCOCCOCC(NCCOCCOCC(=O)O)=O)=O)NC(CCCCCCCCCCCCCCCCC(=O)O)=O (S)-22-(tert-butoxycarbonyl)-10,19,24-trioxo-3,6,12,15-tetraoxa-9,18,23-triazahentetracontane-1,41-dioic acid